N-ethyl-4-methyl-aminoindane C(C)NC1CCC2=C(C=CC=C12)C